(2E)-1-(4-{[(1S)-5-[2-(2-aminopyridin-3-yl)-5-(pyrazol-1-yl)imidazo[4,5-b]pyridin-3-yl]-2,3-dihydro-1H-inden-1-yl]amino}piperidin-1-yl)-4-(dimethylamino)but-2-en-1-one NC1=NC=CC=C1C1=NC=2C(=NC(=CC2)N2N=CC=C2)N1C=1C=C2CC[C@@H](C2=CC1)NC1CCN(CC1)C(\C=C\CN(C)C)=O